C(CCCCCCCCCCCCCCC)(=O)OC[C@H](CSC[C@@H](C(=O)OCC1=CC=CC=C1)NC(=O)OC(C)(C)C)OC(CCCCCCCCCCCCCCC)=O (R)-3-(((R)-3-(benzyloxy)-2-((tert-butoxycarbonyl)amino)-3-oxopropyl)thio)propane-1,2-diyl dipalmitate